CC(C)(C)[S@@](=O)N[C@@H]1C=2N=CSC2CC12CCN(CC2)C(=O)OC(C)(C)C tert-butyl (4S)-4-{[(R)-2-methylpropane-2-sulfinyl]amino}-4,6-dihydrospiro[cyclopenta[d][1,3]thiazole-5,4'-piperidine]-1'-carboxylate